COCC(OC(CO)C)C 2-(2-methoxy-1-methylethoxy)-1-propanol